C(C)(C)(C)OC(=O)N1CCN(CC1)C1=NC=C(C=C1F)C(F)(F)F 4-(3-Fluoro-5-(trifluoromethyl)pyridin-2-yl)piperazine-1-carboxylic acid tert-butyl ester